C(C)C=1N=C2N(C(C1C=1C=NC(=CC1)OCC(F)(F)F)=O)C=CC(=C2)OC 2-ethyl-8-methoxy-3-(6-(2,2,2-trifluoroethoxy)-3-pyridinyl)-4H-pyrido[1,2-a]pyrimidin-4-one